CCC(C)CO The molecule is a primary alcohol that is isopentane substituted by a hydroxy group at position 1. It has a role as a Saccharomyces cerevisiae metabolite. It is an alkyl alcohol and a primary alcohol. It derives from a hydride of an isopentane.